ethyl (S)-3-(3-(4-hydroxy-1-methyl-2-oxo-1,2-dihydropyridin-3-yl)ureido)-3-(3-(6-methoxy pyridin-3-yl)phenyl)propanoate OC1=C(C(N(C=C1)C)=O)NC(N[C@@H](CC(=O)OCC)C1=CC(=CC=C1)C=1C=NC(=CC1)OC)=O